tert-butyl 1-(benzylcarbamoyl)-2-(4-{6-methyl-2,6-diazaspiro[3.3]heptan-2-yl}phenyl)-3-oxo-5H,6H,8H-imidazo[1,5-a]pyrazine-7-carboxylate C(C1=CC=CC=C1)NC(=O)C=1N(C(N2C1CN(CC2)C(=O)OC(C)(C)C)=O)C2=CC=C(C=C2)N2CC1(C2)CN(C1)C